ClC1(C(CC(CC1=O)(C)C)=O)Cl 2,2-dichloro-5,5-dimethyl-1,3-cyclohexanedione